(6-((2-((4-([1,4'-bipiperidin]-1'-yl)-2-methoxy-5-(1-methyl-1H-pyrazol-4-yl)phenyl)amino)-5-bromopyrimidin-4-yl)amino)-3-cyclopropyl-2-methylphenyl)dimethylphosphine oxide N1(CCCCC1)C1CCN(CC1)C1=CC(=C(C=C1C=1C=NN(C1)C)NC1=NC=C(C(=N1)NC1=CC=C(C(=C1P(C)(C)=O)C)C1CC1)Br)OC